4-oxobutyl octanoate C(CCCCCCC)(=O)OCCCC=O